N-(6-(2-bromoacetyl)-7-fluorobenzo[d][1,3]dioxol-5-yl)acetamide BrCC(=O)C=1C(=CC2=C(OCO2)C1F)NC(C)=O